C(C)S(=O)(=O)C=1C(=NC=C(C1)OC1=NC=CC=C1)C1=NC=C2N1C=CC=C2OCC(C(F)(F)F)(F)F 3-[3-ethylsulfonyl-5-(2-pyridyloxy)-2-pyridyl]-8-(2,2,3,3,3-penta-fluoropropoxy)imidazo[1,5-a]pyridine